C12C(CC(CC1)C2)N(C(COC=2C=C1CCCC1=CC2)=O)C2=CC=NN2 N-(bicyclo[2.2.1]heptan-2-yl)-2-(2,3-dihydro-1H-inden-5-yloxy)-N-(1H-pyrazol-5-yl)acetamide